[N+](=O)([O-])C1=CC2=C(ONO2)C=C1 5-nitrobenzo[d][1,3]dioxazole